4-[4-(ethylamino)piperidin-1-yl]-N-(8-fluoro-2-methylimidazo[1,2-a]pyridin-6-yl)-1H-indole-7-carboxamide C(C)NC1CCN(CC1)C1=C2C=CNC2=C(C=C1)C(=O)NC=1C=C(C=2N(C1)C=C(N2)C)F